5-chloro-N-(4-fluoro-3-(2-(methylthio)-8,9-dihydroimidazo[1',2':1,6]pyrido[2,3-d]pyrimidin-6-yl)phenyl)-2-methoxypyridine-3-sulfonamide ClC=1C=C(C(=NC1)OC)S(=O)(=O)NC1=CC(=C(C=C1)F)C1=CC2=C(N=C(N=C2)SC)N2C1=NCC2